N\C(\C(=O)O)=N/OC(=O)C1(CC1)C (Z)-2-amino-2-(((1-methylcyclopropane-1-carbonyl)oxy)imino)acetic acid